O[C@@H]1C(N(CC1)C=1C(=C(C=CC1)S(=O)(=O)Cl)C)=O 3-[(3S)-3-hydroxy-2-oxopyrrolidin-1-yl]-2-methylbenzene-1-sulfonyl chloride